C1(=CC=CC=C1)P(C1=CC=C2C=CC3=C(C=CC4=CC=C1C2=C34)N3CCCC3)(C3=CC=CC=C3)=O diphenyl-(6-(pyrrolidine-1-yl)pyrene-1-yl)phosphine oxide